divinyl-tetrapentyl-disiloxane C(=C)[Si](O[Si](CCCCC)(CCCCC)CCCCC)(CCCCC)C=C